(2S)-2-amino-3,3-dicyclopropyl-N-(2-isopropyl-2-(2-oxo-4-(trifluoromethyl)imidazolidin-1-yl)-2,3-dihydro-1H-inden-5-yl)propanamide N[C@H](C(=O)NC=1C=C2CC(CC2=CC1)(N1C(NC(C1)C(F)(F)F)=O)C(C)C)C(C1CC1)C1CC1